C(CCCCCCCCC)OC(CCCCCCCCCCCCCCCCC(=O)OCCCC(OC(NCCOCCN(C)C)=O)CCCOC(CCCCCCCCCCCCCCCCC(OCCCCCCCCCC)=O)=O)=O 11-(5,22-dioxo-4,23-dioxatritriacont-1-yl)-2-methyl-9-oxo-2,8-diaza-5,10-dioxatetradecan-14-yl 18-(decyloxy)-18-oxooctadecanoate